3,3-DIMETHYL-1-BUTENE-1,4-DICARBOXYLATE CC(C=CC(=O)[O-])(CC(=O)[O-])C